(2-methoxy-5-(4-(trifluoromethyl)phenoxy)phenyl)-2-oxo-2,3-dihydro-oxazole-4-carboxamide COC1=C(C=C(C=C1)OC1=CC=C(C=C1)C(F)(F)F)N1C(OC=C1C(=O)N)=O